OCC1N(CC(C(C1O)O)O)CCCCCCNC1=CC(=CC(=C1)C1=NC=CC=N1)OC 2-(hydroxymethyl)-1-(6-{[3-methoxy-5-(pyrimidin-2-yl)phenyl]amino}hexyl)piperidine-3,4,5-triol